1-fluoro-N-((6S,7S)-6-((2-fluoro-[1,1'-biphenyl]-3-yl)methyl)-5-(2-hydroxy-2-methylpropanoyl)-5-azaspiro[2.4]heptan-7-yl)methanesulfonamide FCS(=O)(=O)N[C@@H]1[C@@H](N(CC12CC2)C(C(C)(C)O)=O)CC=2C(=C(C=CC2)C2=CC=CC=C2)F